ClC=1C=CC(=NC1)[C@]1(OC(C2=C(O1)C=CC=C2)C2CCN(CC2)CC=2N(C1=C(N2)SC(=C1)C(=O)OCC)C[C@H]1OCC1)C ethyl 2-((4-((S)-2-(5-chloropyridin-2-yl)-2-methylbenzo[d][1,3]dioxan-4-yl) piperidin-1-yl) methyl)-1-(((S)-oxetan-2-yl) methyl)-1H-thieno[2,3-d]imidazole-5-carboxylate